C(C)(C)(C)OC(=O)N1CCC(CC1)(C#N)N1C2=NC(=NC=C2N(C1=O)C)Cl 4-(2-chloro-7-methyl-8-oxo-7,8-dihydro-9H-purin-9-yl)-4-cyanopiperidine-1-carboxylic acid tert-butyl ester